O1COC2=C1C=CC(=C2)C2=C(C=C(C=C2)NC(=O)N[C@@H]2CC[C@H](CC2)C)C=2N=NNN2 1-(4-(benzo[d][1,3]dioxolan-5-yl)-3-(2H-tetrazol-5-yl)phenyl)-3-((trans)-4-methylcyclohexyl)urea